3-{[(tert-butyldimethylsilyl)oxy]methyl}-4-{4-[(1S)-1-{[5-(2,4-difluorophenoxy)pyrazin-2-yl] carbamoyl} ethyl]-2,2-dimethylpiperazine-1-carbonyl}pyridin-1-ium-1-olate [Si](C)(C)(C(C)(C)C)OCC=1C=[N+](C=CC1C(=O)N1C(CN(CC1)[C@@H](C)C(NC1=NC=C(N=C1)OC1=C(C=C(C=C1)F)F)=O)(C)C)[O-]